(5-(trifluoromethyl)pyridin-2-yl)-7-oxabicyclo[2.2.1]heptane FC(C=1C=CC(=NC1)C12CCC(CC1)O2)(F)F